CC1=NN=NN1 methyl-1,2,3,4-tetrazole